tert-Butyl (S)-4-((R)-2-(benzyloxy)pent-4-en-2-yl)-2,2-dimethyloxazolidine-3-carboxylate C(C1=CC=CC=C1)O[C@](C)(CC=C)[C@H]1N(C(OC1)(C)C)C(=O)OC(C)(C)C